N1N=CC2=C1SC(=C2)C2CCN(CC2)C(=O)OC(C)(C)C tert-butyl 4-[1H-thieno[2,3-c]pyrazol-5-yl]piperidine-1-carboxylate